COC1=CC=C(C=C1)C=1C(=NC(=NC1C1=CC=CC=C1)C1CNCCC1)N (4-methoxyphenyl)-6-phenyl-2-(3-piperidinyl)pyrimidin-4-amine